FC1=CC(=C(C=C1)C=1C2=C(C(=NC1C=1C=NN(C1)C1CN(C1)C(C=C)=O)C=1C=C3CCN(CC3=CC1)C(=O)OC(C)(C)C)C=CS2)OCCOC tert-butyl 6-[7-[4-fluoro-2-(2-methoxyethoxy)phenyl]-6-[1-(1-prop-2-enoylazetidin-3-yl)pyrazol-4-yl]thieno[3,2-c]pyridin-4-yl]-3,4-dihydro-1H-isoquinoline-2-carboxylate